[Si].[Sn] TIN-silicon